N-(phenylaminocarbonyl)-phenylalanine-ethyl ester C(C)OC([C@@H](NC(=O)NC1=CC=CC=C1)CC1=CC=CC=C1)=O